COC(=O)C1CCN(CC1)C1=NC(=NC2=CC=C(C=C12)C=1C(=NOC1C)C)Cl (2-chloro-6-(3,5-dimethylisoxazol-4-yl)quinazolin-4-yl)piperidine-4-carboxylic acid methyl ester